COC1=C(C=C(C=C1)OC)C=C (Z)-2-(2,5-Dimethoxyphenyl)ethylene